2,3,6,7-tetramethyl-1,4-naphthoquinone CC=1C(C2=CC(=C(C=C2C(C1C)=O)C)C)=O